(2S)-2-Amino-N-{3-[3-(4-ethylphenyl)-1H-pyrazol-5-yl]phenyl}-3-hydroxypropanamide hydrochloride Cl.N[C@H](C(=O)NC1=CC(=CC=C1)C1=CC(=NN1)C1=CC=C(C=C1)CC)CO